tert-butyl ((S)-5-(2-amino-1H-imidazol-1-yl)-1-(((R)-1-(4-(4-methylpiperazin-1-yl)-4-oxobutyl)pyrrolidin-3-yl)amino)-1-oxopentan-2-yl)carbamate NC=1N(C=CN1)CCC[C@@H](C(=O)N[C@H]1CN(CC1)CCCC(=O)N1CCN(CC1)C)NC(OC(C)(C)C)=O